CC1(COC1)CN1CC2(CN(C2)S(=O)(=O)C=2C(=NC(=NC2)C(F)(F)F)C)C1 6-[(3-methyloxetan-3-yl)methyl]-2-[4-methyl-2-(trifluoromethyl)pyrimidin-5-yl]sulfonyl-2,6-diazaspiro[3.3]heptane